P(O)(O)O.P(O)(O)O.C(CCCCCCCCCCCCCCCCC)C(O)(C(CO)(CO)CO)CCCCCCCCCCCCCCCCCC bisoctadecyl-pentaerythritol bisphosphite